N-[2-[di(propan-2-yl)amino]ethyl]-2-ethoxy-4-(propionylamino)benzamide ethylhexyl-benzoate C(C)C=1C(=C(C(=O)O)C=CC1)CCCCCC.CC(C)N(CCNC(C1=C(C=C(C=C1)NC(CC)=O)OCC)=O)C(C)C